N-[2-[3-[[1-[(4aR,8aS)-3-oxo-4,4a,5,7,8,8a-hexahydropyrido[4,3-b][1,4]oxazine-6-carbonyl]-4-piperidyl]-phenyl-methyl]phenoxy]ethyl]-3-[2-(2-aminoethoxy)ethoxy]propanamide O=C1N[C@H]2[C@@H](OC1)CCN(C2)C(=O)N2CCC(CC2)C(C=2C=C(OCCNC(CCOCCOCCN)=O)C=CC2)C2=CC=CC=C2